COC1=CC=C(C=C1)C1=CC=C(C=C1)S(=O)(=O)N1[C@@H](CCC1)C(=O)O (2S)-1-[4-(4-methoxyphenyl)phenyl]sulfonylpyrrolidine-2-carboxylic acid